C(C1=CC=CC=C1)OC(=O)N1CCC(CC1)(C#N)C=1OC(=NN1)C=1C=CC2=C(NC([C@H](CS2)NC(=O)OC(C)(C)C)=O)C1 4-[5-[(3R)-3-(tert-Butoxycarbonylamino)-4-oxo-3,5-dihydro-2H-1,5-benzothiazepine-7-Yl]-1,3,4-oxadiazol-2-yl]-4-cyano-piperidine-1-carboxylic acid benzyl ester